2-{3-[(2-{7,8-dimethyl-[1,2,4]triazolo[1,5-a]pyridin-6-yl}-3-(prop-2-yl)-1H-indol-5-yl)methyl]azetidin-1-yl}-N,N-dimethylacetamide CC1=C(C=2N(C=C1C=1NC3=CC=C(C=C3C1C(C)C)CC1CN(C1)CC(=O)N(C)C)N=CN2)C